1-(Oxetan-3-yl)ethyl 4-methylbenzoate CC1=CC=C(C(=O)OC(C)C2COC2)C=C1